C(C)(C)(C)OC(=O)N1CC2=CC=C(C=C2C1)C(NC1=CC(=C(C=C1)Br)C)=O 5-(4-bromo-3-methyl-phenylcarbamoyl)-1,3-dihydro-isoindole-2-carboxylic acid tert-butyl ester